COC1=CC=C(C=C1)C=1C=CC(N(N1)CC1=NC(=NO1)C1=CC=C(C=C1)OC)=O 6-(4-methoxyphenyl)-2-((3-(4-methoxyphenyl)-1,2,4-oxadiazol-5-yl)methyl)pyridazin-3(2H)-one